3,5-dimethoxy-4-(methoxymethoxy)benzaldehyde COC=1C=C(C=O)C=C(C1OCOC)OC